tert-Butyl (((S)-3-((9-ethyl-2-(((2R,3S)-2-hydroxypentan-3-yl)amino)-9H-purin-6-yl)amino)pyrrolidin-1-yl)sulfonyl)carbamate C(C)N1C2=NC(=NC(=C2N=C1)N[C@@H]1CN(CC1)S(=O)(=O)NC(OC(C)(C)C)=O)N[C@H]([C@@H](C)O)CC